C1(CC1)C1=CC=NC=2N1N=CC2 7-cyclopropylpyrazolo[1,5-a]pyrimidin